C(C)(C)(C)OC(=O)N[C@H](C(=O)O)CC1=CC=C(C=C1)I (S)-2-((tert-butoxycarbonyl)amino)-3-(4-iodophenyl)propanoic acid